C(C)(C)(C)OC(=O)N=S(=O)(C1=CC=CC=C1)C1=CC=C(C(=O)NC2=C(C=CC(=C2)C=2SC=CC2)NC(OC(C)(C)C)=O)C=C1 tert-butyl (2-(4-(N-(tert-butoxycarbonyl)phenylsulfonimidoyl)benzamido)-4-(thiophen-2-yl)phenyl)carbamate